ClC=1C=C(C=CC1)NC1C(N(CCC1)C1CNCCC1C)=O Trans-3-(3-chlorophenyl-amino)-4'-methyl-1,3'-bipiperidin-2-one